O1C(=CC=C1)C1=NN2C=NC3=C(C2=N1)SC(N3)=O 8-(furan-2-yl)thiazolo[5,4-e][1,2,4]-triazolo[1,5-c]Pyrimidin-2(3H)-one